BrC=1C(=C2C(=NC1)NC[C@]21C[C@H](CC1)OC1=NC=CC=C1)Cl |r| (1RS,3SR)-5'-Bromo-4'-chloro-3-(pyridin-2-yloxy)-1',2'-dihydrospiro[cyclopentane-1,3'-pyrrolo[2,3-b]pyridine]